The molecule is a thiazolidinemonocarboxylate anion resulting from proton loss from the carboxy group located on the beta-lactam ring of amoxicilloic acid. It is a conjugate base of an amoxicilloic acid. CC1([C@@H](N[C@H](S1)[C@@H](C(=O)O)NC(=O)[C@@H](C2=CC=C(C=C2)O)N)C(=O)[O-])C